Methyl 5-chloro-1-methylpyrrolo[2,3-b]pyridine-4-carboxylate ClC1=C(C2=C(N=C1)N(C=C2)C)C(=O)OC